Hexyldecanoyl chloride C(CCCCC)C(C(=O)Cl)CCCCCCCC